ClC1=NC(=NC=C1C(F)(F)F)NC1=C(C=C(C=C1)N1[C@@H]2CN([C@H](C1)C2)C(=O)OC(C)(C)C)CC tert-butyl (1S,4S)-5-(4-((4-chloro-5-(trifluoromethyl)pyrimidin-2-yl)amino)-3-ethylphenyl)-2,5-diazabicyclo[2.2.1]heptane-2-carboxylate